2-(2,6-dioxopiperidin-3-yl)-4-(piperidin-4-ylamino)isoindole-1,3-dione O=C1NC(CCC1N1C(C2=CC=CC(=C2C1=O)NC1CCNCC1)=O)=O